COC(=O)C1=CC(=NO1)CCC1=CC=C(C=C1)C(F)(F)F.FC(C1=CC=C(C=C1)CCC1=NOC(=C1)C(=O)O)(F)F 3-[2-[4-(trifluoromethyl)phenyl]ethyl]-1,2-oxazole-5-carboxylic acid Methyl-3-[2-[4-(trifluoromethyl)phenyl]ethyl]-1,2-oxazole-5-carboxylate